2-benzyl-2-azaspiro[3.3]heptan-6-yl 3-[6-(trifluoromethyl)pyridazin-3-yl]-3,6-diazabicyclo[3.1.1]heptane-6-carboxylate FC(C1=CC=C(N=N1)N1CC2N(C(C1)C2)C(=O)OC2CC1(CN(C1)CC1=CC=CC=C1)C2)(F)F